12-bromo-10-methyl-1,2,4,4a,5,6-hexahydro-8H-[1,4]oxazino[4',3':3,4]pyrimido[2,1-b]quinazolin-8-one BrC=1C=C(C=C2C(N3C(=NC12)N1C(CC3)COCC1)=O)C